2-(4,5-dichloro-6-oxo-pyridazin-1-yl)propanoic acid ClC=1C=NN(C(C1Cl)=O)C(C(=O)O)C